4-(4-(1-methyl-1H-pyrazol-3-yl)benzyl)-6-(1H-pyrazol-1-yl)-N-(tetrahydro-2H-pyran-4-yl)picolinamide CN1N=C(C=C1)C1=CC=C(CC2=CC(=NC(=C2)N2N=CC=C2)C(=O)NC2CCOCC2)C=C1